C(C1=CC=CC=C1)OC=1C(C(=CN2[C@H]3C=CCCN(C(C12)=O)C3)C(=O)NCC3=C(C(=C(C=C3)F)Cl)F)=O (1S)-6-benzyloxy-N-[(3-chloro-2,4-difluoro-phenyl)methyl]-5,8-dioxo-2,9-diazatricyclo[7.4.1.02,7]tetradec-3,6,12-triene-4-carboxamide